C(C)(C)(C)N(S(=O)(=O)N)C=1SC2=C(N1)C=CC=C2 N-tert-butyl-2-benzothiazolyl-sulfamide